C(C)C=1C(NC=2C=C(C=NC2C1)CN1C[C@@H](C(=CC1)C=1C=NC(=CC1)C(=O)NC)F)=O (R)-1'-((7-ethyl-6-oxo-5,6-dihydro-1,5-naphthyridin-3-yl)methyl)-3'-fluoro-N-methyl-1',2',3',6'-tetrahydro-[3,4'-bipyridine]-6-carboxamide